(S)-1-(1-acryloylpyrrolidin-3-yl)-5-((cyclopropylmethyl)amino)-3-((3,5-dimethoxyphenyl)ethynyl)-1H-pyrazole-4-carboxamide C(C=C)(=O)N1C[C@H](CC1)N1N=C(C(=C1NCC1CC1)C(=O)N)C#CC1=CC(=CC(=C1)OC)OC